FC1=C(OC2=C(C=C(NC(CCC3CCN(CC3)C(=O)OC(C)(C)C)=O)C=C2)C=2C3=C(C(N(C2)C)=O)NC=C3)C=CC(=C1)F tert-butyl 4-[3-[4-(2,4-difluorophenoxy)-3-(6-methyl-7-oxo-1H-pyrrolo[2,3-c]pyridin-4-yl)anilino]-3-oxo-propyl]piperidine-1-carboxylate